N1=C(C=CC=C1)C1=CC=2C(=CN=NC2)O1 pyridylfuro[2,3-d]pyridazine